2-(6-((E)-((1S,4R,5S)-4-fluoro-1-methyl-8-azabicyclo[3.2.1]oct-6-en-3-ylidene)methyl)pyridazin-3-yl)-5-(2-methoxypyridin-4-yl)phenol F[C@@H]1\C(\C[C@]2(C=C[C@@H]1N2)C)=C\C2=CC=C(N=N2)C2=C(C=C(C=C2)C2=CC(=NC=C2)OC)O